2-(1,5-dimethyl-1H-pyrazol-4-yl)-N-(5-(1-isopropylpyrrolidine-3-carboxamido)-2-methylpyridin-3-yl)pyrazolo[5,1-b]thiazole-7-carboxamide CN1N=CC(=C1C)C1=CN2C(S1)=C(C=N2)C(=O)NC=2C(=NC=C(C2)NC(=O)C2CN(CC2)C(C)C)C